2-{3-[(3S)-3-cyclopropylpiperazin-1-yl]-1,2,4-triazin-6-yl}-5-(1,2-thiazol-3-yl)phenol C1(CC1)[C@H]1CN(CCN1)C=1N=NC(=CN1)C1=C(C=C(C=C1)C1=NSC=C1)O